N-[3-tert-Butyl-1-(2,2,2-trifluoroethyl)-1H-pyrazol-5-yl]-6-chloroquinoline-7-carboxamide C(C)(C)(C)C1=NN(C(=C1)NC(=O)C1=C(C=C2C=CC=NC2=C1)Cl)CC(F)(F)F